6-((S)-2-methyl-pyrrolidine-1-carbonyl)-3,4-dihydro-1H-pyrrolo[2,1-c][1,4]oxazine-8-carboxylic acid [(R)-1-(4-fluoro-3-trifluoromethyl-phenyl)-propyl]-amide FC1=C(C=C(C=C1)[C@@H](CC)NC(=O)C=1C=C(N2C1COCC2)C(=O)N2[C@H](CCC2)C)C(F)(F)F